FC=1C=C(C=CC1)C1(OC(=C(C1=O)O)N)C 2-(3-fluorophenyl)-2-methyl-4-hydroxy-5-amino-3(2H)-furanone